P(O)(=O)(OP(=O)(O)OP(=O)(O)O)OC[C@@H]1[C@H]([C@H]([C@@H](O1)N1N=NC=2C(N)=NC=NC12)O)O 8-Azaadenosine-5'-Triphosphate